OC=1C=CC2=CC=C(C(=C2C1)O)C1=CC2=CC(=CC=C2C=C1)O 7,7'-dihydroxy-2,2'-binaphthol